C1(=CC=CC=C1)NC(=O)C1=CN=CN1 N-phenyl-1H-imidazole-5-carboxamide